oxazaolone O1C(NC=C1)=O